CN(C1CN(CC1)CC1=C(C=C(C(=O)Cl)C=C1)C(F)(F)F)C 4-((3-(dimethylamino)pyrrolidin-1-yl)methyl)-3-(trifluoromethyl)benzoyl chloride